silver (I) bis(thiosulfate) S(=S)(=O)([O-])[O-].S(=S)(=O)([O-])[O-].[Ag+].[Ag+].[Ag+].[Ag+]